N[C@H]1CS(C2=C(N(C1=O)CC1=CC=C(C=C1)OC(F)(F)F)C=C(C(=C2)F)C=2OC(=NN2)C(C)(C)C)(=O)=N (3R)-3-amino-7-(5-tert-butyl-1,3,4-oxadiazol-2-yl)-8-fluoro-1-imino-1-oxo-5-[[4-(trifluoromethoxy)phenyl]methyl]-2,3-dihydro-1λ6,5-benzothiazepin-4-one